FC1=C(C=CC=C1)C(=C)C1=C(C(=CC(=C1)C)C)O 2-(1-(2-fluorophenyl)vinyl)-4,6-dimethylphenol